3-chloro-5-((3-chloro-4-fluorophenyl)(1H-imidazol-2-yl)methyl)-2-(trifluoromethyl)pyridine ClC=1C(=NC=C(C1)C(C=1NC=CN1)C1=CC(=C(C=C1)F)Cl)C(F)(F)F